FC(CN1CC2=CC(=C(C=C2CC1)OC)NC1=NC=C2C(=N1)N(N=C2)[C@@H]2CC[C@H](CC2)O)F trans-4-(6-((2-(2,2-difluoroethyl)-6-methoxy-1,2,3,4-tetrahydroisoquinolin-7-yl)amino)-1H-pyrazolo[3,4-d]pyrimidin-1-yl)cyclohexan-1-ol